5-chloro-N-cyclopentyl-2-((1-methyl-5-nitro-1H-imidazol-2-yl)methoxy)benzamide ClC=1C=CC(=C(C(=O)NC2CCCC2)C1)OCC=1N(C(=CN1)[N+](=O)[O-])C